CP(=O)(C)C1=CC(=C(NCC#CC=2SC3=C(C2CC(F)(F)F)C=CC=C3NC3C(CN(CC3)CC(F)(F)F)F)C=C1)OC (Z)-N-[2-[3-(4-dimethylphosphoryl-2-methoxy-anilino)prop-1-ynyl]-3-(2,2,2-trifluoroethyl)benzothiophen-7-yl]-3-fluoro-1-(2,2,2-trifluoroethyl)piperidin-4-amine